1-(But-1-en-2-yl)-2,3-difluorobenzene C=C(CC)C1=C(C(=CC=C1)F)F